C(ON1C(CCC1=O)=O)(OC(C)C1=CC2=C(OCO2)C=C1[N+](=O)[O-])=O 2,5-Dioxopyrrolidin-1-yl (1-(6-nitrobenzo[d][1,3]dioxol-5-yl) ethyl) carbonate